3-cyclopropylcyclobutanecarboxylic acid C1(CC1)C1CC(C1)C(=O)O